C(C)(C)(C)NC1=CC=C(C=N1)C(=O)O 6-(tert-butylamino)pyridine-3-carboxylic acid